Cl[Ru](C1=CCCC=CCC1)C1(C(=C(C(=C1C)C)C)C)C chloro(pentamethylcyclopentadienyl)(1,5-cyclooctadienyl)ruthenium